C(#N)C=1C=C(C=CC1)C1=C2C=C(N=CC2=CC=N1)NC1CCN(CC1)C(=O)OC(C)(C)C tert-butyl 4-((5-(3-cyanophenyl)-2,6-naphthyridin-3-yl)amino)piperidine-1-carboxylate